Tert-butyl 4-(1-benzyloxycarbonylpyrrolidin-3-yl)piperidine-1-carboxylate C(C1=CC=CC=C1)OC(=O)N1CC(CC1)C1CCN(CC1)C(=O)OC(C)(C)C